5,6-dihydroquinazoline N1=CN=CC=2CCC=CC12